O[C@@H]1[C@H](N)[C@@H](O)[C@H](O)[C@H](O1)CO α-D-glucosamine